3,4-bis(tetradecyloxy)butanoyl chloride C(CCCCCCCCCCCCC)OC(CC(=O)Cl)COCCCCCCCCCCCCCC